(2R)-2-amino-[5-[4-butoxy]phenyl]-pentanoic acid N[C@](C(=O)O)(CCC)C1=CC=CC(=C1)OCCCC